ClC1=CC=C(C=C1)CN1C(=NC=2N(C([C@H](N(C(C21)=O)CCCO)C)=O)C)OC2=CC(=CC=C2)F (6R)-1-[(4-chlorophenyl)methyl]-2-(3-fluorophenoxy)-7-(3-hydroxypropyl)-4,6-dimethyl-1H,4H,5H,6H,7H,8H-imidazo[4,5-e][1,4]diazepine-5,8-dione